2-[1-[benzyl-(methyl)amino]cyclopropyl]malonic acid diethyl ester C(C)OC(C(C(=O)OCC)C1(CC1)N(C)CC1=CC=CC=C1)=O